ClC1=CC(=NC=C1)C1=NC(=NC(=N1)NC(C)C)NC1=CC=CC=C1 6-(4-chloropyridin-2-yl)-N2-isopropyl-N4-phenyl-1,3,5-triazine-2,4-diamine